4-(tert-Butoxy)-2-(4-(5-chloro-2-(4-chloro-1H-1,2,3-triazol-1-yl)phenyl)-2,5-dioxapiperazin-1-yl)butyric acid C(C)(C)(C)OCCC(C(=O)O)N1OCN(OC1)C1=C(C=CC(=C1)Cl)N1N=NC(=C1)Cl